[6-[(3,4-dimethylpyrimidino[4',5':4,5]thieno[2,3-c]pyridazin-8-yl)amino]-2-azaspiro[3.3]heptan-2-yl]-[4-(trifluoromethyl)phenyl]methanone CC1=C(C2=C(N=N1)SC1=C2N=CN=C1NC1CC2(CN(C2)C(=O)C2=CC=C(C=C2)C(F)(F)F)C1)C